8-(2,6-diaminopyridin-3-yl)quinolin-2(1H)-one NC1=NC(=CC=C1C=1C=CC=C2C=CC(NC12)=O)N